FC(C(CF)F)(I)F 1,1,2,3-tetrafluoro-1-iodo-propane